2-amino-3,5-dibromopyrazine Butyl-5-bromobenzo[c]isoxazole-3-carboxylate C(CCC)OC(=O)C1=C2C(=NO1)C=CC(=C2)Br.NC2=NC=C(N=C2Br)Br